O=C(CP(OC)(OC)=O)[C@@H](C)C1=CC=CC=C1 (S)-(+)-dimethyl (2-oxo-3-phenylbutyl)phosphonate